CC1=NN(C(=C1)C)CC1=CC=C(N)C=C1 4-((3,5-dimethyl-1H-pyrazol-1-yl)methyl)aniline